FC1=CC=C(OC2=C[C@@]3(C(CN(C3)C[C@H](O)C=3C=C4CCC(NC4=CC3)=O)=C2)O)C=C1 6-((R)-2-((3as,5s,6ar)-5-(4-fluorophenoxy)-3a-hydroxycyclopenta[c]pyrrol-2(1H)-yl)-1-hydroxyethyl)-3,4-dihydroquinolin-2(1H)-one